1-methyl-3-(4-fluorophenyl)-N-(3-fluoro-4-((5,6-dimethylpyrazolo[1,5-a]pyrimidin-7-yl)oxy)phenyl)-2,4-dioxo-1,2,3,4-tetrahydropyrimidine-5-carboxamide CN1C(N(C(C(=C1)C(=O)NC1=CC(=C(C=C1)OC1=C(C(=NC=2N1N=CC2)C)C)F)=O)C2=CC=C(C=C2)F)=O